N1CCC(CC1)COC=1C=CC(=NC1)C(F)(F)F 5-(piperidin-4-ylmethoxy)-2-(trifluoromethyl)pyridine